COC(=O)C1CNCC(C1)C=1C(=C2COC(C2=CC1)=O)C 5-(4-methyl-1-oxo-1,3-dihydroisobenzofuran-5-yl)piperidine-3-carboxylic acid methyl ester